FC=1C=C(C=CC1F)NC(CN1C2=C(N3C1=NC(=C(C3=O)C3=C(C=CC=C3)NC(C=C)=O)CC)C=CC(=C2)OC)=O N-(2-(10-(2-((3,4-Difluorophenyl)amino)-2-oxoethyl)-2-ethyl-8-methoxy-4-oxo-4,10-dihydrobenzo[4,5]imidazo[1,2-a]pyrimidin-3-yl)phenyl)acrylamide